COC(=O)C1=NC(=C(N=C1C)NCCN1CCCC1)C(=C)C1=CC=C(C=C1)F 6-(1-(4-fluorophenyl)vinyl)-3-methyl-5-((2-(pyrrolidin-1-yl)ethyl)amino)pyrazine-2-carboxylic acid methyl ester